4-oxo-1-(1-oxo-1,3-dihydroisobenzofuran-5-yl-2-thioxo-8-oxa-1,3-diazaspiro[4.5]decan-3-yl)-2-(trifluoromethyl)benzonitrile O=C1C=C(C(C#N)(C=C1)N1C(N(C2(C1)CCOCC2)C=2C=C1COC(C1=CC2)=O)=S)C(F)(F)F